N-(3-chloro-5-(methylsulfonyl)phenyl)-5-(5-fluoropyrimidin-2-yl)-1-isopropyl-1H-pyrrole-3-carboxamide ClC=1C=C(C=C(C1)S(=O)(=O)C)NC(=O)C1=CN(C(=C1)C1=NC=C(C=N1)F)C(C)C